2-((R)-4-(methoxycarbonyl)-2-((R)-3-methyl-1-((S)-3-phenyl-2-(pyrazine-2-carboxamido)propanamido)butyl)-6-oxo-1,3,2-dioxaborinan-4-yl)acetic acid COC(=O)[C@@]1(OB(OC(C1)=O)[C@H](CC(C)C)NC([C@H](CC1=CC=CC=C1)NC(=O)C1=NC=CN=C1)=O)CC(=O)O